FC(C=1C=CC(=NC1)OC[C@H](CC)NC1=NC=NC(=C1Cl)C(F)F)(F)F (S)-N-(1-((5-trifluoromethylpyridin-2-yl)oxy)but-2-yl)-5-chloro-6-difluoromethylpyrimidin-4-amine